C(N)(OC1C(CCC2=CC(=C(C=C12)F)C1=CC(=NC=C1)OC(C)(C)C)(C)C)=O 6-(2-(tert-butoxy) pyridin-4-yl)-(7-fluoro-2,2-dimethyl-1,2,3,4-tetrahydronaphthalen-1-yl) carbamate